ClC=1C(=CC2=C(N=C(S2)NC2=NC(=NC=C2C(F)(F)F)N[C@@H]2CNCCC2)C1)Cl (S)-N4-(5,6-dichlorobenzo[d]thiazol-2-yl)-N2-(piperidin-3-yl)-5-(trifluoromethyl)pyrimidine-2,4-diamine